6-fluoro-5-[4-[(5-fluoro-2-methyl-3-oxo-4H-quinoxalin-6-yl)methyl]piperazin-1-yl]-N-methyl-pyridine-2-carboxamide dinonyl-isodecyl-phosphite C(CCCCCCCC)C(CCCCCCC(C)C)(P(O)(O)O)CCCCCCCCC.FC1=C(C=CC(=N1)C(=O)NC)N1CCN(CC1)CC=1C(=C2NC(C(=NC2=CC1)C)=O)F